FC(C(=O)N1CC(C1)N1N=C(C=2C1=NC(=CC2)C)C2=CC=C(C=C2)C(F)(F)F)=C 2-fluoro-1-(3-(6-methyl-3-(4-(trifluoromethyl)phenyl)-1H-pyrazolo[3,4-b]pyridin-1-yl)azetidin-1-yl)prop-2-en-1-one